NC=1C=2N(C=CN1)C(=NC2C2=CC=C(C(=O)NC1=NC=CC=C1)C=C2)[C@H]2N(CCC2)C(\C=C\CN(C)C)=O (S,E)-4-(8-amino-3-(1-(4-(dimethylamino)but-2-enoyl)pyrrolidin-2-yl)imidazo[1,5-a]pyrazin-1-yl)-N-(pyridin-2-yl)benzamide